(S)-2-(1-(cyclohexylsulfonyl)piperidin-2-yl)-5-methyl-oxazole-4-carboxylic acid methyl ester COC(=O)C=1N=C(OC1C)[C@H]1N(CCCC1)S(=O)(=O)C1CCCCC1